OCC[C@@H](C)NC(=O)C=1C(=NN2C=CC(=NC12)C=1C=C2CN(C(C2=C(C1)C(F)(F)F)=O)[C@@H](C)C1CC1)N 5-(3-{[(R)-3-hydroxy-1-methylpropylamino]carbonyl}-2-amino-1,4,7a-triaza-5-indenyl)-2-[(S)-1-cyclopropylethyl]-7-(trifluoromethyl)-1-isoindolinone